(R/S)-(-)-7,7'-Bis(diphenylphosphino)-2,2',3,3'-tetrahydro-1,1'-spirobiindene C1(=CC=CC=C1)P(C=1C=CC=C2CCC3(C12)CCC1=CC=CC(=C13)P(C1=CC=CC=C1)C1=CC=CC=C1)C1=CC=CC=C1